1-(2-(4-((3-methyl-4-((1-methyl-1H-benzo[d]imidazol-5-yl)oxy)phenyl)amino)pyrimidin-5-yl)-3-oxa-1,7-diazaspiro[4.5]dec-1-ene-7-yl)prop-2-en-1-one CC=1C=C(C=CC1OC1=CC2=C(N(C=N2)C)C=C1)NC1=NC=NC=C1C1=NC2(CO1)CN(CCC2)C(C=C)=O